dimethyl-3-cyclohexen CC1=C(CCCC1)C